C(C)C1OC2=C(OC1)C=CC=C2N2C(CNCC2)CC 3-Ethyl-5-(2-ethylpiperazin-1-yl)-2,3-dihydro-1,4-benzodioxine